NN1C(C(CC1C(C)C)O[Si](C)(C)C(C)(C)C)=O 1-amino-3-[tert-butyl-(dimethyl)silyl]oxy-5-isopropyl-pyrrolidin-2-one